6-(azetidine-1-yl)quinoline-2-carboxylic acid N1(CCC1)C=1C=C2C=CC(=NC2=CC1)C(=O)O